C(CCCCCCCCCCCCCCC(C)C)(=O)O.[Al] aluminum isostearic acid